2-bromo-4-phenyl-cyclohexanone BrC1C(CCC(C1)C1=CC=CC=C1)=O